CC(C(=O)O)C(C(CCC)C)C 2,3,4-trimethylheptanoic acid